6-(5-(2-(2H-1,2,3-triazol-2-yl)benzoyl)hexahydropyrrolo[3,4-c]pyrrol-2(1H)-yl)pyridin-2(1H)-one N=1N(N=CC1)C1=C(C(=O)N2CC3C(C2)CN(C3)C3=CC=CC(N3)=O)C=CC=C1